ClC=1C=CC2=C([C@@H]([C@](O2)(C2=CC=CC=C2)CNC2CCC2)O)C1 (2S,3S,4S)-5-chloro-2-((cyclobutylamino)methyl)-3-hydroxy-2-phenyl-2,3-dihydrobenzofuran